N-(2-pyridinylmethyl)-N'-(1H-imidazol-2-ylmethyl)-N'-(5,6,7,8-tetrahydro-5-quinolinyl)-1,4-benzenedimethanamine N1=C(C=CC=C1)CNCC1=CC=C(C=C1)CN(C1C=2C=CC=NC2CCC1)CC=1NC=CN1